2-fluoro-5-((6-fluoro-4-methyl-1H-indol-5-yl)oxy)benzoyl-hydrazine FC1=C(C(=O)NN)C=C(C=C1)OC=1C(=C2C=CNC2=CC1F)C